1-(4Z,7Z,10Z,13Z,16Z,19Z-docosahexaenoyl)-2-(9Z-tetradecenoyl)-glycero-3-phospho-(1'-sn-glycerol) CCCC/C=C\CCCCCCCC(=O)O[C@H](COC(=O)CC/C=C\C/C=C\C/C=C\C/C=C\C/C=C\C/C=C\CC)COP(=O)(O)OC[C@H](CO)O